1-(3-((3-(2-bromo-4-methoxybenzyl)-4-methyl-2-oxo-2H-chromen-7-yl)oxy)-2-hydroxypropyl)piperidine-4-carboxamide BrC1=C(CC=2C(OC3=CC(=CC=C3C2C)OCC(CN2CCC(CC2)C(=O)N)O)=O)C=CC(=C1)OC